(benzofuran-6-yl)-2-bromopropan-1-one O1C=CC2=C1C=C(C=C2)C(C(C)Br)=O